((1r,4r)-4-((2,2-difluoroethyl)amino)cyclohexyl)-2-(1H-imidazol-1-yl)-5H-pyrrolo[3,2-d]pyrimidine-4-carboxamide FC(CNC1CCC(CC1)N1C=CC=2N=C(N=C(C21)C(=O)N)N2C=NC=C2)F